C(C)(=O)NC=1N=C2N(N=C(C=C2)C=2C(=C(C(=O)NCC3=C(C=CC(=C3)C(=O)N3C(CC3)(C)C)F)C=CC2)F)C1 3-(2-acetamidoimidazo[1,2-b]pyridazin-6-yl)-N-(5-(2,2-dimethylazetidine-1-carbonyl)-2-fluorobenzyl)-2-fluorobenzamide